C1(CC1)C(=O)N1CCC(CC1)CC(=O)NC1=CC(=C(C=C1)OC(F)(F)F)F 2-(1-(cyclopropanecarbonyl)piperidin-4-yl)-N-(3-fluoro-4-(trifluoromethoxy)phenyl)acetamide